CS(=O)(=O)OCC1CC2(CN(C2)CC2=CC=C(C=C2)C2C(NC(CC2)=O)=O)C1 [2-[[4-(2,6-dioxo-3-piperidyl)phenyl] methyl]-2-azaspiro[3.3]heptan-6-yl]methyl methanesulfonate